ClC=1N=C(N2N=C(N=CC21)S(=O)C)C(C)C 5-chloro-7-isopropyl-2-methanesulfinylimidazo[4,3-f][1,2,4]triazine